NC=1N(C2=C(C(N(C=C2)CC2C[C@H](CC2)O)=O)N1)C 2-amino-5-(((3S)-3-hydroxycyclopentyl)methyl)-1-methyl-1,5-dihydro-4H-imidazo[4,5-c]pyridin-4-one